3-chloro-N-methyl-propanamide ClCCC(=O)NC